BrC1=CC2=C(C=N1)C(=NN2C2OCCCC2)C2=C(C(=CC(=C2)C(F)(F)F)OCOC)F 6-Bromo-3-(2-fluoro-3-(methoxymethoxy)-5-(trifluoromethyl)phenyl)-1-(tetrahydro-2H-pyran-2-yl)-1H-pyrazolo[4,3-c]pyridine